1H-indazole-3-carboxylate N1N=C(C2=CC=CC=C12)C(=O)[O-]